BrC1=C(N=C2N1C=CC(=C2)C(=O)OC)C2=C(C(=CC=C2C=2N=CN(C2Cl)C)F)F Methyl 3-bromo-2-(6-(5-chloro-1-methyl-1H-imidazol-4-yl)-2,3-difluorophenyl)imidazo[1,2-a]pyridine-7-carboxylate